2-({4-[1-(2,3-dimethylphenyl)ethyl]-1H-imidazole-1-carbonyl}amino)ethyl prop-2-enoate C(C=C)(=O)OCCNC(=O)N1C=NC(=C1)C(C)C1=C(C(=CC=C1)C)C